2-amino-2-(4-bromophenyl)-3,3,3-trifluoro-propanoic acid NC(C(=O)O)(C(F)(F)F)C1=CC=C(C=C1)Br